ClC=1C(NN=CC1N1CC=2N(CC1)C(=CN2)C(C2=C(C=C(C=C2)C)C(F)(F)F)=O)=O 4-chloro-5-(3-(4-methyl-2-(trifluoromethyl)benzoyl)-5,6-dihydroimidazo[1,2-a]pyrazin-7(8H)-yl)pyridazin-3(2H)-one